7-methoxy-2H-benzopyran COC1=CC2=C(C=CCO2)C=C1